FC1(C[C@H](CC1)NC1=C2N=CN(C2=NC(=N1)I)[C@H]1[C@@H]([C@@H]([C@@]2(C[C@H]12)C#N)O)O)F (1R,2R,3S,4R,5S)-4-(6-(((S)-3,3-difluorocyclopentyl)amino)2-iodo-9H-purin-9-yl)-2,3-dihydroxybicyclo[3.1.0]hexane-1-carbonitrile